(R)-N-(1-(4-((2-fluoro-3-methyl-4-((1-methyl-1H-benzo[d][1,2,3]triazol-5-yl)oxy)phenyl)amino)pyrido[3,2-d]pyrimidin-6-yl)azepan-3-yl)acrylamide FC1=C(C=CC(=C1C)OC1=CC2=C(N(N=N2)C)C=C1)NC=1C2=C(N=CN1)C=CC(=N2)N2C[C@@H](CCCC2)NC(C=C)=O